FC=1C(=C(N2N=C(N=CC21)N[C@H]2[C@@H](CN(CC2)S(=O)(=O)C)F)CC(C)C)C(F)(F)F 5-fluoro-N-((3R,4R)-3-fluoro-1-(methylsulfonyl)piperidin-4-yl)-7-isobutyl-6-(trifluoromethyl)pyrrolo[2,1-f][1,2,4]triazin-2-amine